C(C)OC(=O)C1CCN(CC1)C1=NC(=CN=C1Cl)CCC(C)(F)F.C(C1=CC=CC=C1)C1=CC=C(C=C1)C1=CC=CC=C1 para-benzyl-biphenyl Ethyl-1-(3-chloro-6-(3,3-difluorobutyl)pyrazin-2-yl)piperidine-4-carboxylate